N-(2-hydroxy-3-octadecanoylaminopropyl)octadecanamide OC(CNC(CCCCCCCCCCCCCCCCC)=O)CNC(CCCCCCCCCCCCCCCCC)=O